tert-Butyl (4R)-4-(2-hydroxyethyl)-2,2-dimethyl-pyrrolidine-1-carboxylate OCC[C@H]1CC(N(C1)C(=O)OC(C)(C)C)(C)C